C(C)OCCN(CC[C@@H](C(=O)O)NC(C1=NC=CC=C1C(F)(F)F)=O)CCCCC1=NC=2NCCCC2C=C1 (S)-4-((2-ethoxyethyl)(4-(5,6,7,8-tetrahydro-1,8-naphthyridin-2-yl)butyl)amino)-2-(3-(trifluoromethyl)picolinamido)butanoic acid